ClC1=C(C=C(C=C1)N1N=C(N=C1CNC(=O)NCC1=NC=NN1C=1C=C2C=CC=NC2=C(C1)F)C)F 1-{[1-(4-chloro-3-fluorophenyl)-3-methyl-1H-1,2,4-triazol-5-yl]methyl}-3-{[1-(8-fluoroquinolin-6-yl)-1H-1,2,4-triazol-5-yl]methyl}urea